2-hydroxy-1,3,5-triazine OC1=NC=NC=N1